C[C@H](CP(C1=CC=CC=C1)C2=CC=CC=C2)P(C3=CC=CC=C3)C4=CC=CC=C4 (R)-(+)-1,2-bis(diphenylphosphino)propane